CN1C=2C=3N=CC=C(CCCCC(C(NC2C=N1)=O)C)C3 Methyl-9-methyl-3,4,7,17-tetraazatricyclo[12.3.1.02,6]Octadecan-1(18),2(6),4,14,16-pentaen-8-one